3-[4-(α-D-mannopyranosyloxy)-5-methyl-2-nitrophenoxy]benzonitrile [C@H]1([C@@H](O)[C@@H](O)[C@H](O)[C@H](O1)CO)OC1=CC(=C(OC=2C=C(C#N)C=CC2)C=C1C)[N+](=O)[O-]